2,3,6,7-tetrahydro-10-(3-pyridyl)-1H,5H,11H-[1]benzopyrano[6,7,8-ij]quinolizin-11-one N1=CC(=CC=C1)C=1C(OC=2C(C1)=CC=1CCCN3CCCC2C13)=O